2,6-dimethyl-4-oxo-4H-pyran-3,5-dicarboxylic acid dimethyl ester COC(=O)C1=C(OC(=C(C1=O)C(=O)OC)C)C